C(C)(C)(C)OC(=O)N1CC[C@@H](CCC1)NC=1C2=C(N=C(N1)Cl)N(C=C2Cl)COCC[Si](C)(C)C (R)-4-((2,5-dichloro-7-((2-(trimethylsilyl)ethoxy)methyl)-7H-pyrrolo[2,3-d]pyrimidin-4-yl)amino)azepane-1-carboxylic acid tert-butyl ester